3-methoxy-2-({(3R,6R)-6-methyl-1-[(2-pyrimidin-2-ylphenyl)carbonyl]piperidin-3-yl}oxy)pyridine-4-carbonitrile COC=1C(=NC=CC1C#N)O[C@H]1CN([C@@H](CC1)C)C(=O)C1=C(C=CC=C1)C1=NC=CC=N1